C(CCC)[N+]1=C(C=CC=C1)C 1-butyl-2-methyl-pyridinium